N-(3,5-Ditrifluoromethylphenyl)-2,3,4,5-tetrafluorophthalimide FC(C=1C=C(C=C(C1)C(F)(F)F)N1C(C2C(C1=O)(C(=C(C(=C2)F)F)F)F)=O)(F)F